C(C)(C)(C)OC(=O)N1CC(CC1)N1N=CC(=C1)NC(=O)C1=NOC(=C1)C=1OC=CC1 3-(4-(5-(furan-2-yl)isoxazole-3-carboxamido)-1H-pyrazol-1-yl)pyrrolidine-1-carboxylic acid tert-butyl ester